3-(5-Amino-6-(2H-1,2,3-triazol-2-yl)pyrazin-2-yl)-N-(2-azabicyclo[2.1.1]hexan-4-yl)-4-(methyl-d3)benzenesulfonamide Trifluoroacetate Salt FC(C(=O)O)(F)F.NC=1N=CC(=NC1N1N=CC=N1)C=1C=C(C=CC1C([2H])([2H])[2H])S(=O)(=O)NC12CNC(C1)C2